[Si](C)(C)(C(C)(C)C)OC1CCC=2C(=NC(=C(C21)C2=C(C=C(C=C2)F)OC)C2=NN1C(CN(CC1)C(=O)OC(C)(C)C)=C2)O tert-butyl 2-[5-[tert-butyl (dimethyl) silyl] oxy-4-(4-fluoro-2-methoxy-phenyl)-1-hydroxy-6,7-dihydro-5H-cyclopenta[c]pyridin-3-yl]-6,7-dihydro-4H-pyrazolo[1,5-a]pyrazine-5-carboxylate